FC1=CC=C(C=C1)NC(=O)C1(CC1)C(=O)NC1=CC=C(C=C1)OC1=CC=NC2=CC(=CC=C12)C1=CC(=NC=C1)F 1-N'-(4-fluorophenyl)-1-N-[4-[7-(2-fluoropyridin-4-yl)quinolin-4-yl]oxyphenyl]cyclopropane-1,1-dicarboxamide